3-(isopropylamino)-1-(6-nitrobenzo[d][1,3]dioxin-5-yl)propan-1-one C(C)(C)NCCC(=O)C1=C(C=CC=2OCOCC21)[N+](=O)[O-]